C(CCCCCCCCCCCCCCCCC)(=O)O.CC(=O)[C@H](O)[C@@H](O)[C@H](O)[C@H](O)CO.CC(=O)[C@H](O)[C@@H](O)[C@H](O)[C@H](O)CO methylglucose hemistearate